(3aR,5s,6aS)-N-[6-(2-chloro-5-fluoro-phenyl)pyridazin-3-yl]-2-(cyclopropyl-methyl)-3,3a,4,5,6,6a-hexahydro-1H-cyclopenta[c]pyrrol-5-amine ClC1=C(C=C(C=C1)F)C1=CC=C(N=N1)NC1C[C@@H]2[C@@H](CN(C2)CC2CC2)C1